4-(7-bromo-6-chloro-8-fluoro-2-oxo-1,2-dihydro-quinazolin-4-yl)piperazine-1-carboxylic acid tert-butyl ester C(C)(C)(C)OC(=O)N1CCN(CC1)C1=NC(NC2=C(C(=C(C=C12)Cl)Br)F)=O